C(C)(C)(C)OC(N[C@H](C(=O)NCCCCOC=1C=C2C(=CC=NC2=CC1)C(NCC(=O)N1[C@@H](CC(C1)(F)F)C#N)=O)CCC(=O)NCCCCOC=1C=C2C(=CC=NC2=CC1)C(NCC(N1[C@@H](CC(C1)(F)F)C#N)=O)=O)=O tert-Butyl-((S)-1,5-bis((4-((4-((2-((S)-2-cyano-4,4-difluoropyrrolidin-1-yl)-2-oxoethyl)carbamoyl)chinolin-6-yl)oxy)butyl)amino)-1,5-dioxopentan-2-yl)carbamat